C(C)(=O)NCC(=O)C1=C(C=CC=C1)O acetamido-2'-hydroxyacetophenone